3-bromo-2-(5-fluoropyridin-2-yl)-6,7-dihydro-4H-pyrazolo[5,1-c][1,4]Oxazin BrC=1C(=NN2C1COCC2)C2=NC=C(C=C2)F